(2R,4R)-4-amino-5-(3'-chlorobiphenyl-4-yl)-2-hydroxypentanoic acid ethyl ester C(C)OC([C@@H](C[C@@H](CC1=CC=C(C=C1)C1=CC(=CC=C1)Cl)N)O)=O